1-(3-ethoxypyridine-2-yl)-N-(3-fluoro-4-((1-isopropyl-2-oxo-2,3-dihydro-1H-imidazo[4,5-b]pyridine-7-yl)oxy)phenyl)-5-(trifluoromethyl)-1H-pyrazole-4-carboxamide C(C)OC=1C(=NC=CC1)N1N=CC(=C1C(F)(F)F)C(=O)NC1=CC(=C(C=C1)OC1=C2C(=NC=C1)NC(N2C(C)C)=O)F